FC1=CC(=CC=2OC3(CC3)C(NC21)=O)C2NC[C@H](CC2)C 5-fluoro-7-((5S)-5-methylpiperidin-2-yl)spiro[benzo[b][1,4]oxazine-2,1'-cyclopropan]-3(4H)-one